Cl.FC1CC(C1)N (1s,3s)-3-fluorocyclobutane-1-amine hydrochloride